1-hydroxy-4-propynyloxynitrochalcone OC1(C(C=C(C=C1)OC#CC)[N+](=O)[O-])\C=C\C(=O)C1=CC=CC=C1